4-Cyclohexyl-N6-(2-methoxy-4-morpholinophenyl)-3-(1,3,4-oxadiazol-2-yl)-1H-pyrazolo[3,4-d]pyrimidine-4,6-diamine C1(CCCCC1)C1(C=2C(=NC(=N1)NC1=C(C=C(C=C1)N1CCOCC1)OC)NNC2C=2OC=NN2)N